C1(=CC(=CC=C1)C(=O)NC=1C=C(CN2C[C@H](CC2)N(C(OC(C)(C)C)=O)C)C=C(C1)N1C=NC(=C1)C)C1=CC=CC=C1 tert-butyl (S)-(1-(3-([1,1'-biphenyl]-3-carboxamido)-5-(4-methyl-1H-imidazol-1-yl)benzyl)pyrrolidin-3-yl)(methyl)carbamate